C(#N)C12C(C=3C(=CC4=CC(=C(C=C4C3C=C1C#N)C#N)C#N)C#N)CCCCCC2C#N 2,3,6,7,10,11-hexacyanohexanophenanthrene